1-Adamantaneformic acid C12(CC3CC(CC(C1)C3)C2)C(=O)O